ethyl-N-methylpyrrolidine-2-carboxamide C(C)N1C(CCC1)C(=O)NC